COC1=C(N=C(N(C1=O)C)N1C(C2=CC=CC=C2CC1)C1=CC=CC=C1)C(=O)OC methyl 5-methoxy-1-methyl-6-oxo-2-(1-phenyl-3,4-dihydroisoquinolin-2(1H)-yl)-1,6-dihydropyrimidine-4-carboxylate